2,9-dicyclopropylspiro[benzo[c]chromene-6,1'-cyclobutane]-3,8-diol C1(CC1)C=1C=C2C3=C(C=C(C(=C3)C3CC3)O)C3(CCC3)OC2=CC1O